1-(3-((4-((5-(benzofuran-5-yl)-2-ethoxyphenyl)amino)-7-methoxy-quinazolin-6-yl)oxy)azetidin-1-yl)prop-2-en-1-one O1C=CC2=C1C=CC(=C2)C=2C=CC(=C(C2)NC2=NC=NC1=CC(=C(C=C21)OC2CN(C2)C(C=C)=O)OC)OCC